N-(2H3)Methyl-6-propionylaminopyridazine-3-carboxamide C(NC(=O)C=1N=NC(=CC1)NC(CC)=O)([2H])([2H])[2H]